N[C@H](CC1=CNC2=CC=CC=C12)C(=O)O D-TRYPTOPHANE